ClC1=C(C(=NN1CC)C1=NOC=C1)CC(=O)NC1CCN(CC1)CCC(C)(C)C 2-(5-Chloro-1-ethyl-3-(isoxazol-3-yl)-1H-pyrazol-4-yl)-N-(1-(3,3-dimethylbutyl)piperidin-4-yl)acetamide